1-benzyl-5-benzyloxy-pyridin-2-one C(C1=CC=CC=C1)N1C(C=CC(=C1)OCC1=CC=CC=C1)=O